ClC1=NC=C(C(=C1Cl)N)I 2,3-dichloro-5-iodo-pyridin-4-amine